9-(4-(dimethylamino)-2-propoxyphenyl)-2,3,8,9-tetrahydro-[1,4]dioxino[2,3-g]quinolin-7(6H)-one CN(C1=CC(=C(C=C1)C1CC(NC=2C=C3C(=CC12)OCCO3)=O)OCCC)C